C=CCCCCCCCCCCCC n-tetradecanen